NC1=C(C(=NC(=C1C(F)(F)F)C1=CC=C(C=C1)C)C1=NC(=NO1)C(C)C)Cl amino-3-chloro-2-(3-isopropyl-[1,2,4]oxadiazol-5-yl)-6-p-tolyl-5-trifluoromethylpyridine